(E)-2-methyl-N-((3-phenylbicyclo[1.1.1]pentan-1-yl)methylene)propane-2-sulfinamide CC(C)(C)S(=O)/N=C/C12CC(C1)(C2)C2=CC=CC=C2